7-oxo-1,6-diazabicyclo[3.2.1]oct-6-yl hydrogen sulphate S(=O)(=O)(ON1C2CCCN(C1=O)C2)O